butyl 2-methyl-2-propanecarbamate CC(C)(C)NC(=O)OCCCC